cytidinyl-cytidine [C@]1([C@H](O)[C@H](O)[C@@H](CO)O1)(N1C(=O)N=C(N)C=C1)[C@@]1([C@H](O)[C@H](O)[C@@H](CO)O1)N1C(=O)N=C(N)C=C1